2'-chloro-6-fluoro-5-(2-methoxyethoxy)-5'-(2-(methylamino)-1-phenylethyl)-[1,1'-biphenyl]-2-carboxamide ClC1=C(C=C(C=C1)C(CNC)C1=CC=CC=C1)C=1C(=CC=C(C1F)OCCOC)C(=O)N